C(CCCCCCCCCCCCCCCCC)N 1-octadecyl-amine